C(C)(C)(C)OC(=O)NS(=O)(=O)NCCC1CN(C1)C(=O)OC(C)(C)C tert-butyl 3-(2-(N-(tert-butoxycarbonyl)sulfamoylamino)ethyl)azetidine-1-carboxylate